C(C)(=O)OCCOC1=NC=CC=C1OC1=C(C=C(C(=C1)N1C(N(C(=CC1=O)C(F)(F)F)C)=O)F)Cl [3-[2-chloro-4-fluoro-5-(1-Methyl-6-trifluoromethyl-2,4-dioxo-1,2,3,4-tetrahydropyrimidin-3-yl)phenoxy]-2-pyridyloxy]ethyl acetate